COC1=C(C=NC=C1)C1=CC=CC(=N1)C=1N=C(SC1)NC(CNC(=O)C1=CN(C=C1)C1(COC1)C)=O N-[2-[[4-[6-(4-methoxy-3-pyridinyl)-2-pyridinyl]thiazol-2-yl]amino]-2-oxo-ethyl]-1-(3-methyloxetan-3-yl)pyrrole-3-carboxamide